CN1CC2=CC(=CC=C2CC1)C=1C=C2C(=NC1)N(C=C2C2=CC=C(C=C2)S(=O)(=O)C)S(=O)(=O)CC2=CC=CC=C2 2-methyl-7-(3-(4-(S-methylsulfonyl)phenyl)-1-toluenesulfonyl-1H-pyrrolo[2,3-b]pyridin-5-yl)-1,2,3,4-tetrahydroisoquinoline